FC=1C(=NC(=NC1)N[C@H]1[C@@H](COCC1)O)C1=CC=C2C(C=C(N(C2=C1)C(C)C)CCC(=O)N)=O ((7-(5-fluoro-2-(((3S,4R)-3-hydroxytetrahydro-2H-pyran-4-yl)amino)pyrimidin-4-yl)-1-isopropyl-4-oxo-1,4-dihydroquinolin-2-yl)methyl)acetamide